FC1=CC(=C(C(=C1)OC[C@@H]1CNCCO1)C1=CC(=NN1)NC=1N=CC(=NC1)C#N)OC (S)-5-((5-(4-fluoro-2-methoxy-6-(morpholin-2-ylmethoxy)phenyl)-1H-pyrazol-3-yl)amino)pyrazine-2-carbonitrile